5-(2-(2-hydroxyethyl)-1,3-dioxo-2,3-dihydro-1H-benzo[DE]Isoquinolin-6-yl)thiophene-2-carbaldehyde OCCN1C(C2=CC=CC=3C2=C(C1=O)C=CC3C3=CC=C(S3)C=O)=O